3-cyano-4-(5-(6-((6-methoxypyridin-3-yl)methyl)-3,6-diazabicyclo[3.1.1]heptane-3-yl)pyrazin-2-yl)pyrazolo[1,5-a]pyridin-6-ylisopropylcarbamate C(#N)C=1C=NN2C1C(=CC(=C2)N(C([O-])=O)C(C)C)C2=NC=C(N=C2)N2CC1N(C(C2)C1)CC=1C=NC(=CC1)OC